3-(2,6-dimethylphenyl)-1-methyl-N6-(4-(1,2,3,6-tetrahydropyridin-4-yl)phenyl)-1H-pyrazolo[3,4-d]pyrimidine-3,6-diamine CC1=C(C(=CC=C1)C)C1(NN(C2=NC(=NC=C21)NC2=CC=C(C=C2)C=2CCNCC2)C)N